CN([C@@H]([C@H](C)OC1=C2C(=NC=NC2=CC(=C1)C=1C=NN(C1)C)NC=1C(=C2C=CC=NC2=CC1)F)C)C 5-(((2S,3R)-3-(dimethylamino)butan-2-yl)oxy)-N-(5-fluoroquinolin-6-yl)-7-(1-methyl-1H-pyrazol-4-yl)quinazolin-4-amine